(7-((1S,2S)-4,4-dimethyl-2-phenylcyclohexane-1-carbonyl)-2,7-diazaspiro[3.5]nonan-2-yl)prop-2-en-1-one CC1(C[C@@H]([C@H](CC1)C(=O)N1CCC2(CN(C2)C(C=C)=O)CC1)C1=CC=CC=C1)C